6-(difluoromethyl)-N-(7-((1R*,3R*)-3-ethoxycyclobutoxy)-2-(tetrahydro-2H-pyran-4-yl)imidazo[1,2-a]pyridin-6-yl)picolinamide FC(C1=CC=CC(=N1)C(=O)NC=1C(=CC=2N(C1)C=C(N2)C2CCOCC2)OC2CC(C2)OCC)F